BrC1=CC=C(S1)C1=C(C(=O)OC)C=CC(=C1)Cl methyl 2-(5-bromothiophen-2-yl)-4-chlorobenzoate